tertbutyl (4-(4-(((S)-1-(((S)-1-amino-3-hydroxy-1-oxopropan-2-yl)amino)-3-((tert-butyldiphenylsilyl)oxy)-1-oxopropan-2-yl)carbamoyl)thiazol-2-yl)phenyl)carbamate NC([C@H](CO)NC([C@H](CO[Si](C1=CC=CC=C1)(C1=CC=CC=C1)C(C)(C)C)NC(=O)C=1N=C(SC1)C1=CC=C(C=C1)NC(OC(C)(C)C)=O)=O)=O